N-[2-phenyl-3-(pyrrolidine-1-carbonyl)-2H-indazol-6-yl]-N'-[(pyridin-4-yl)methyl]urea C1(=CC=CC=C1)N1N=C2C=C(C=CC2=C1C(=O)N1CCCC1)NC(=O)NCC1=CC=NC=C1